N-((1r,4r)-4-(difluoromethyl)cyclohexyl)-2-(thiazol-5-yl)pyrimidine-4-carboxamide FC(C1CCC(CC1)NC(=O)C1=NC(=NC=C1)C1=CN=CS1)F